C(CC(=O)O)[C@@H](C(=O)O)NC[C@@H](C(=O)O)N The molecule is an L-glutamic acid derivative obtained by replacement of one of the amino hydrogens of L-glutamic acid has been replaced by a (2S)-2-amino-2-carboxyethyl group. It has a role as a bacterial metabolite. It is a L-glutamic acid derivative and a tricarboxylic acid. It is a conjugate acid of a N-[(2S)-2-amino-2-carboxyethyl]-L-glutamate(2-).